7-(difluoro-methyl)-N-(4-methoxy-6-(2-meth-oxyethoxy)-pyridin-3-yl)-quinolin-4-amine FC(C1=CC=C2C(=CC=NC2=C1)NC=1C=NC(=CC1OC)OCCOC)F